FC1(CC(CC1)C1=NC=CC(=C1NC(=O)C=1C=NC(=NC1)C(C)C)C1=C(C=CC=C1)F)F N-[2-(3,3-difluorocyclopentyl)-4-(2-fluorophenyl)-3-pyridyl]-2-isopropyl-pyrimidine-5-carboxamide